BrC1=C(C=C2C(=C(C(=NC2=C1F)OC[C@H]1N(CCC1)C)C#N)N1CCN(CC1)C(=O)OC(C)(C)C)Cl tert-butyl (S)-4-(7-bromo-6-chloro-3-cyano-8-fluoro-2-((1-methylpyrrolidin-2-yl)methoxy)quinolin-4-yl)piperazine-1-carboxylate